C1(=CC=C(C=C1)C1=NC(=NC(=N1)Cl)C1=CC=CC=C1)C1=CC=CC=C1 2-(biphenyl-4-yl)-4-chloro-6-phenyl-1,3,5-triazine